C(N)(OCC(OCC(C1=CC=C(C=C1)C(F)(F)F)=O)C(C)(C)C)=O (tert-butyl 2-(2-oxo-2-(4-(trifluoromethyl) phenyl) ethoxy) ethyl) carbamate